N-[(6-Amino-2-pyridyl)sulfonyl]-6-[6-[2-[2-(2-isopropoxyethoxy)ethoxy]ethoxy]-5-methyl-3-pyridyl]-2-[(4S)-2,2,4-trimethylpyrrolidin-1-yl]pyridin-3-carboxamid NC1=CC=CC(=N1)S(=O)(=O)NC(=O)C=1C(=NC(=CC1)C=1C=NC(=C(C1)C)OCCOCCOCCOC(C)C)N1C(C[C@@H](C1)C)(C)C